1,3-dimethoxy-2-((1R,6R)-3-methyl-6-(prop-1-en-2-yl)cyclohex-2-enyl)-5-propylbenzene COC1=C(C(=CC(=C1)CCC)OC)[C@@H]1C=C(CC[C@H]1C(=C)C)C